propynyl alcohol sodium [Na].C(#CC)O